((((2S,5R)-7-oxo-2-(((propionyloxy) methyl) carbamoyl)-1,6-diazabicyclo[3.2.1]octan-6-yl) oxy) sulfonyl) 3-fluoro-2,6-dimethoxybenzoate FC=1C(=C(C(=O)OS(=O)(=O)ON2[C@@H]3CC[C@H](N(C2=O)C3)C(NCOC(CC)=O)=O)C(=CC1)OC)OC